O(C1=CC=CC=C1)C1=CC=C(C=C1)NC([C@H]1NCCC1)=O L-proline 4-phenoxyphenylamide